C(#C)C1=C2C=CC(=CC2=CC=C1)N 5-ethynylnaphthalen-2-amine